ClC1=NC(=C2NC=NC2=N1)NCC1=CC(=CC=C1)I 2-chloro-N6-(3-iodobenzyl)adenine